C(C)(C)(C)OC(N(C)C(C)C1=NC(=CC=C1)Br)=O.N1(N=NC2=C1C=CC=C2)O[P+](N2CCCC2)(N2CCCC2)N2CCCC2 benzotriazol-1-yloxy(tripyrrolidin-1-yl)phosphanium tert-butyl-(1-(6-bromopyridin-2-yl)ethyl)(methyl)carbamate